C(CCC)C1=C2C(=CC(=C1)O2)CCCC (2,6-dibutyl-1,4-phenylene) ether